CC1(COC2(OC1)C[C@@H]1CC(C[C@@H]1C2)O)C (3aR,5s,6aS)-5',5'-dimethylhexahydro-1H-spiro[pentalene-2,2'-[1,3]dioxane]-5-ol